C(C#C)/C(/C(=O)N)=C\C1=CC(O)=C(O)C=C1 Propargyl-caffeamide